N1=C(C=NC=C1)C1C[C@H](NCC1)C1=CC=C(C#N)C=C1 (S)-4-(4-(2-pyrazinyl)piperidin-2-yl)benzonitrile